FC1(CCC(CC1)C1=NC2=C(N1CCOC)C=C(C=C2)C=2C=C(C(N(C2)C)=O)C)F 5-(2-(4,4-Difluorocyclohexyl)-1-(2-methoxyethyl)-1H-benzo[d]imidazol-6-yl)-1,3-dimethylpyridin-2(1H)-one